NC1=NN(C(=C1)C1=CC=C(C=C1)F)C(=O)C1=CC2=C(OCO2)C=C1 (3-amino-5-(4-fluorophenyl)-1H-pyrazol-1-yl)(benzo[d][1,3]dioxol-5-yl)methanone